5-((3-(2,2,2-Trifluoroethoxy)pyridin-2-yl)oxy)-N-(2,3,3-trimethyl-1,1-dioxidoisothiazolidin-4-yl)pyrazolo[1,5-a]pyridine-2-carboxamide FC(COC=1C(=NC=CC1)OC1=CC=2N(C=C1)N=C(C2)C(=O)NC2C(N(S(C2)(=O)=O)C)(C)C)(F)F